ClC1=CC=C(\C=C/2\C(C=3C=CC(=CC3CC2)C(=O)O)=O)C=C1 (E)-6-(4-chlorobenzylidene)-5-oxo-5,6,7,8-tetrahydronaphthalene-2-carboxylic acid